COC=1C=C(OC=2C(=NC3=CC=CC=C3C2)C)C=C(C1)N1N=CC=C1 (3-methoxy-5-(1H-pyrazol-1-yl)phenoxy)-2-methylquinoline